FC(C(=O)O)(F)F.FC(C)(F)C1=NC(=NC=C1)N1CC2(C=3C=NC(=CC31)NC(C)=O)CCN(CC2)C N-(1'-(4-(1,1-difluoroethyl)pyrimidin-2-yl)-1-methyl-1',2'-dihydrospiro[piperidine-4,3'-pyrrolo[3,2-c]pyridin]-6'-yl)acetamide trifluoroacetate